4-(4-amino-6-(2-fluoro-4-(2-fluoroacrylamido)phenyl)pyrazolo[5,1-f][1,2,4]triazin-5-yl)-N-(2,2-difluoroethyl)-2-methoxybenzamide NC1=NC=NN2C1=C(C(=N2)C2=C(C=C(C=C2)NC(C(=C)F)=O)F)C2=CC(=C(C(=O)NCC(F)F)C=C2)OC